C(C)(C)(C)C1=C(C=CC=C1)OP(=O)([O-])[O-] (t-butylphenyl)phosphate